CC1=C2CC[C@@H](C(=O)N2C3=CC=CC=C13)CC4=C(NC=N4)C The molecule is an organic heterotricyclic compound that is 8,9-dihydropyrido[1,2-a]indol-6(7H)-one substituted by a (5-methyl-1H-imidazol-4-yl)methyl group at position 7R and a methyl group at position 10. It is a dual 5-HT3 and 5-HT4 receptors antagonist whose clinical development was terminated in phase II. It was being developed for the treatment of chemotherapy-induced emesis and irritable bowel syndrome. It has a role as an antiemetic and a serotonergic antagonist. It is a member of imidazoles and an organic heterotricyclic compound.